ClC1=CC=C2C(=C(NC2=C1)C(=O)N1CCC(CC1)C=1C=C2CN(C(C2=CC1)=O)C1C(NC(CC1)=O)=O)C=O 6-chloro-2-(4-(2-(2,6-dioxopiperidin-3-yl)-1-oxoisoindolin-5-yl)piperidine-1-carbonyl)-1H-indole-3-carbaldehyde